CN(C1=CNC2=CC=CC=C12)C 3-dimethylamino-1H-indol